C1CCC2=C(C=CC=C12)NC1=C(C=C2C(=N1)NN=C2N)C2=CC=CC=C2 N6-(2,3-dihydro-1H-inden-4-yl)-5-phenyl-1H-pyrazolo[3,4-b]pyridine-3,6-diamine